ClC=1C=C2C=C3C(=NC2=CC1)CCCCC3 2-chloro-7,8,9,10-tetrahydro-6H-cyclohepta[b]quinoline